CNCCCCCCCC\C=C/CCCCCCCC (Z)-N-methyloctadec-9-en-1-amine